3-phenylbenzo[e][1,4,3]oxathiazine-1,1-dioxide C1(=CC=CC=C1)C=1OC2=C(S(N1)(=O)=O)C=CC=C2